C(C1CO1)OC(C1=CC(C(=O)OCC2CO2)=CC=C1)=O.NC1CCC(CC1)CC1CCC(CC1)N bis(p-aminocyclohexyl)methane di(2,3-epoxypropyl)isophthalate